bromo-1-(6-fluoro-4-phenyl-3,4-dihydroquinoxalin-1(2H)-yl)propan-1-one BrC(C(=O)N1CCN(C2=CC(=CC=C12)F)C1=CC=CC=C1)C